2-(4-methoxy-3-methylphenyl)-2-methylpropanenitrile COC1=C(C=C(C=C1)C(C#N)(C)C)C